N-[4-methyl-8-[2-(methylamino)ethoxy]-2-oxo-1H-quinolin-6-yl]-2-morpholino-5,7-dihydrofuro[3,4-b]pyridine-3-carboxamide CC1=CC(NC2=C(C=C(C=C12)NC(=O)C=1C=C2C(=NC1N1CCOCC1)COC2)OCCNC)=O